[4-(3-bromo-2-methyl-phenoxy)cyclohexyl]methanol BrC=1C(=C(OC2CCC(CC2)CO)C=CC1)C